BrCC(=O)C1=CC=C(S1)C(CNC(OC(C)(C)C)=O)O tert-butyl (2-(5-(2-bromoacetyl)thiophen-2-yl)-2-hydroxyethyl)carbamate